4-Bromo-3-hydroxy-1H-1,5-naphthyridine-2-one BrC1=C(C(NC2=CC=CN=C12)=O)O